3-Allyl-5-ethylphenol C(C=C)C=1C=C(C=C(C1)CC)O